C(C)OC(=O)C=1C=NN(C1C(F)F)C1CN(CCC1)C1=C(C=CC(=C1)C(F)(F)F)OCC1=CC=C(C=C1)OC 5-(difluoromethyl)-1-[1-{2-[(4-methoxyphenyl)methoxy]-5-(trifluoromethyl)phenyl}piperidin-3-yl]-1H-pyrazole-4-carboxylic acid ethyl ester